C(CCC)OC(CCCNC(C1=CC(=C(C=C1)O)OC)=O)=O.BrC=1C=NC=C(C1)C1=C(C=C(C(=C1)OCCC)OC)F 3-Bromo-5-(2-fluoro-4-methoxy-5-propoxyphenyl)pyridine butyl-4-(4-hydroxy-3-methoxybenzamido)-butyrate